methyl 2-(1-((benzyloxy)methyl)cyclopropyl)-2-hydroxyacetate C(C1=CC=CC=C1)OCC1(CC1)C(C(=O)OC)O